BrC(C)C1=CC(=C(C=C1)C=1N(C=C(N1)C(F)(F)F)CC)F 2-(4-(1-bromoethyl)-2-fluorophenyl)-1-ethyl-4-(trifluoromethyl)-1H-imidazole